(7R,13R)-12-(benzyloxy)-N-(2,4-difluorobenzyl)-13-methyl-1,11-dioxo-1,4,5,6,7,11-hexahydro-3H-2,7-methanopyrido[1,2-a][1,4]diazonine-10-carboxamide C(C1=CC=CC=C1)OC=1C(C(=CN2C1C(N1CCCC[C@@H]2[C@H]1C)=O)C(=O)NCC1=C(C=C(C=C1)F)F)=O